(3-(4-methylphenyl)oxiran-2-yl)(phenyl)methanone Methyl-2-((4-ethyl-2-fluorophenyl)amino)-1-methyl-6-oxo-4-(2-oxoethyl)-1,6-dihydropyridine-3-carboxylate COC(=O)C1=C(N(C(C=C1CC=O)=O)C)NC1=C(C=C(C=C1)CC)F.CC1=CC=C(C=C1)C1C(O1)C(=O)C1=CC=CC=C1